N(=[N+]=[N-])CC1N(CC(C1)O)C(=O)[O-] 2-(azidomethyl)-4-hydroxy-pyrrolidine-1-carboxylate